O=C1C[C@H]([C@@H](C1)C(=O)O)C(=O)O |r| racemic-trans-4-oxocyclopentane-1,2-dicarboxylic acid